NC1=CC(=C(C=C1)N1CCC(CC1)[C@H]1C(CN(CC1)C(=O)OC(C)(C)C)(F)F)F tert-butyl (4S)-4-[1-(4-amino-2-fluoro-phenyl)-4-piperidyl]-3,3-difluoro-piperidine-1-carboxylate